S1C2=C(C=C1)C(=CC=C2)N2CCN(CC2)CCCCOC2=CC=C1C(CC(N(C1=C2)COC(NCC)=O)=O)(C)C N-Ethylcarbamic acid 7-[4-(4-benzo[b]thiophen-4-ylpiperazin-1-yl)butoxy]-4,4-dimethyl-2-oxo-3,4-dihydro-2H-quinolin-1-ylmethyl ester